5,5-Dimethyl-1-[[2-(pyridin-2-ylamino)pyridin-4-yl]methyl]-3-[4-(trifluoromethylsulfanyl)phenyl]imidazolidine-2,4-dione CC1(C(N(C(N1CC1=CC(=NC=C1)NC1=NC=CC=C1)=O)C1=CC=C(C=C1)SC(F)(F)F)=O)C